ClC1=CC=C(C=C1)C=1C=CC=C2C(=C(N3C(C12)=NC=N3)C(=O)NCC(=O)OCC)O ethyl 2-[[10-(4-chlorophenyl)-6-hydroxy-[1,2,4]triazolo[5,1-a]isoquinoline-5-carbonyl]amino]acetate